ClC=1C(=C(C(=O)NC=2C(=NC(=CC2)OC)C)C(=CC1C#N)NC1=C(C=C(C=C1)F)C)F 3-chloro-4-cyano-2-fluoro-6-((4-fluoro-2-methylphenyl)-amino)-N-(6-methoxy-2-methylpyridin-3-yl)benzamide